6'-chloro-4'-fluoro-N-((1r,3r)-3-methoxycyclobutyl)-[2,3'-bipyridin]-4-amine ClC1=CC(=C(C=N1)C1=NC=CC(=C1)NC1CC(C1)OC)F